palmitylimino dipropionate C(CC)(=O)ON(CCCCCCCCCCCCCCCC)OC(CC)=O